methylpyridinium-2-aldoxime methanesulfonate CS(=O)(=O)[O-].C[N+]1=C(C=CC=C1)C=NO